tert-butyl (2R)-methyl-4-oxo-piperidine-1-carboxylate C[C@H]1N(CCC(C1)=O)C(=O)OC(C)(C)C